[N+](=O)([O-])C1=C(C=CC=C1)C1=NOC(=C1C(=O)NC1=CC(=CC=C1)C(F)(F)F)C 3-(2-Nitrophenyl)-5-methyl-N-(3-(trifluoromethyl)phenyl)isoxazole-4-carboxamide